3,4,4'-trimethylbenzophenone CC=1C=C(C(=O)C2=CC=C(C=C2)C)C=CC1C